S(=O)(=O)(C1=CC=C(C)C=C1)N1C[C@@H](CCC1)NC1=NC=C2N=C(N(C2=N1)C1CCC(CC1)C(=O)N)NC1=C(C=C(C=C1F)F)F (1S,4s)-4-(2-((R)-1-tosylpiperidin-3-ylamino)-8-(2,4,6-trifluorophenylamino)-9H-purin-9-yl)cyclohexanecarboxamide